FC=1C=C(C=C(C1)F)C1=NOC2(C1CC=C2)C(=O)N[C@H]2C=C[C@H](C2)C(=O)OC methyl (1S,4R)-4-[[3-(3,5-difluorophenyl)-3a,4-dihydrocyclopenta[d]isoxazole-6a-carbonyl]amino]cyclopent-2-ene-1-carboxylate